ethyl 2-benzyloxy-6-(1,3-dioxolan-2-yl)-2-(trifluoromethyl)hexanoate C(C1=CC=CC=C1)OC(C(=O)OCC)(CCCCC1OCCO1)C(F)(F)F